CN1C=CC=2C1=NC(=CC2C)OC2CCC1(CN(C1)C(=O)C1CC(C1)(C)O)CC2 (7-((1,4-dimethyl-1H-pyrrolo[2,3-b]pyridin-6-yl)oxy)-2-azaspiro[3.5]non-2-yl)((1s,3s)-3-hydroxy-3-methylcyclobutyl)methanone